(3R)-3-(5-chloro-2-methoxy-phenyl)-3-methyl-6-(trifluoromethyl)indolin-2-one ClC=1C=CC(=C(C1)[C@@]1(C(NC2=CC(=CC=C12)C(F)(F)F)=O)C)OC